(S)-2-((2,3-dihydrofuran-2-yl)methyl)isoindoline-1,3-dione O1[C@@H](CC=C1)CN1C(C2=CC=CC=C2C1=O)=O